COCCCC 3-Methoxymethyl-propan